5-(1-(4-(1-(methoxycarbonyl)cyclopropyl)phenyl)piperidin-4-yl)-3-methylisoxazole-4-carboxylic acid COC(=O)C1(CC1)C1=CC=C(C=C1)N1CCC(CC1)C1=C(C(=NO1)C)C(=O)O